C1(CC1)N1N=C(C=C1)C1=C2CNC(C2=CC(=C1)O)=O 4-(1-cyclopropyl-1H-pyrazol-3-yl)-6-hydroxyisoindolin-1-one